N-(5-((6-((R)-3-(3-chloro-4-fluorophenyl)-isoxazolidine-2-yl)pyrimidine-4-yl)amino)-4-methoxy-2-((3aR,6aR)-1-methylhexahydropyrrolo[3,4-b]pyrrole-5(1H)-yl)phenyl)acrylamide ClC=1C=C(C=CC1F)[C@@H]1N(OCC1)C1=CC(=NC=N1)NC=1C(=CC(=C(C1)NC(C=C)=O)N1C[C@@H]2N(CC[C@@H]2C1)C)OC